((1r,4r)-4-(6-methoxy-5-(4,4,5,5-tetramethyl-1,3,2-dioxaborolan-2-yl)-2H-indazol-2-yl)cyclohexyl)methanol COC=1C(=CC2=CN(N=C2C1)C1CCC(CC1)CO)B1OC(C(O1)(C)C)(C)C